ClC1=C(C(=C(C=C1OC)OC)Cl)C1=CC2=C(N=C(N=C2)N[C@H]2[C@H](COC2)NC(C=C)=O)C(=N1)NCCN1CC(CC1)N(C)C N-((3R,4S)-4-((6-(2,6-dichloro-3,5-di-methoxyphenyl)-8-((2-(3-(dimethyl-amino)pyrrolidin-1-yl)ethyl)amino)pyrido[3,4-d]pyrimidin-2-yl)amino)tetrahydrofuran-3-yl)acrylamide